FC1(CCN(CC1)C(C)C1=CC=C(C=C1)C=1C=C(C2=C(C=C(O2)CN)C1)C1=CC=C(C=C1)F)F (5-(4-(1-(4,4-difluoropiperidin-1-yl)ethyl)phenyl)-7-(4-fluorophenyl)benzofuran-2-yl)methylamine